C(CCCC)OCCOCCOCCOCCOCCCCC Tetraethylene glycol dipentyl ether